(1R,3R)-3-VINYLCYCLOHEXYL METHANESULFONATE CS(=O)(=O)O[C@H]1C[C@@H](CCC1)C=C